COC(=O)C=1C=C2CCN(CC2=CC1)C(C1=CC=C(C=C1)N(C)C)=O 2-(4-(dimethylamino)benzoyl)-1,2,3,4-tetrahydroisoquinoline-6-carboxylic acid methyl ester